NC1=C(C(=O)NC23CCC(CC2)(CC3)O)C=C(C=N1)C1=CC3=CN(N=C3C=C1)[C@H]1CN(CC1)C1CCOCC1 (R)-2-amino-N-(4-hydroxy-bicyclo[2.2.2]oct-1-yl)-5-(2-(1-(tetrahydro-2H-pyran-4-yl)pyrrolidin-3-yl)-2H-indazol-5-yl)nicotinamide